ClC1=CC=CC=2C3=C(OC21)C=CC(=C3)O 6-chlorodibenzo[b,d]furan-2-ol